tetra-carboxyl-copper C(=O)(O)[Cu](C(=O)O)(C(=O)O)C(=O)O